C(C)(C)[C@H]1C(C[C@@H](CC1)C)C=O (2s,5r)-2-isopropyl-5-methylcyclohexane-1-carbaldehyde